2-amino-2-(pyridin-4-yl)ethan-1-ol NC(CO)C1=CC=NC=C1